C(C)(C)(C)OC(=O)N1C(CC(C1)N1C=C(C2=C1N=CN=C2N)C=2SC1=C(C2)C=C(C=C1OC)C)CO 4-(4-amino-5-(7-methoxy-5-methylbenzothiophen-2-yl)-7H-pyrrolo[2,3-d]pyrimidin-7-yl)-2-(hydroxymethyl)pyrrolidine-1-carboxylic acid tert-butyl ester